2,4-dimethoxybenzyl (1S,2R)-2-((S)-5-chloro-8-hydroxy-1-((1-oxoisoindolin-2-yl)methyl)-1,2,3,4-tetrahydroisoquinoline-2-carbonyl)cyclohexane-1-carboxylate ClC1=C2CCN([C@@H](C2=C(C=C1)O)CN1C(C2=CC=CC=C2C1)=O)C(=O)[C@H]1[C@H](CCCC1)C(=O)OCC1=C(C=C(C=C1)OC)OC